[6-[(8-fluoro-2-methyl-imidazo[1,2-a]pyridin-6-yl)carbamoyl]thieno[2,3-b]pyrazin-3-yl]-3,6-dihydro-2H-pyridine-1-carboxylic acid tert-butyl ester C(C)(C)(C)OC(=O)N1C(CC=CC1)C1=CN=C2C(=N1)SC(=C2)C(NC=2C=C(C=1N(C2)C=C(N1)C)F)=O